6-(3-cyclopropyl-1H-1,2,4-triazol-1-yl)-2-azaspiro[3.3]heptane 4-methylbenzenesulfonate CC1=CC=C(C=C1)S(=O)(=O)O.C1(CC1)C1=NN(C=N1)C1CC2(CNC2)C1